5-(3-fluoro-8-((1S,2S)-2-(1-(2,2,2-trifluoroethyl)-1H-pyrazolo[4,3-b]pyridin-6-yl)cyclopropyl)imidazo[1,2-b]pyridazin-6-yl)pyrimidine-2,4(1H,3H)-dione FC1=CN=C2N1N=C(C=C2[C@@H]2[C@H](C2)C=2C=C1C(=NC2)C=NN1CC(F)(F)F)C=1C(NC(NC1)=O)=O